ClC1=C(C=CC=C1)NC(C1=CC=C(C=C1)NC1=NC(=NC=C1F)NC1=CC=C(C=C1)CC(=O)N1CCN(CC1)CC1CCN(CC1)C1=CC(=CC=C1)NC1C(NC(CC1)=O)=O)=O N-(2-chlorophenyl)-4-((2-((4-(2-(4-((1-(3-((2,6-dioxopiperidin-3-yl)amino)phenyl)piperidin-4-yl)methyl)piperazin-1-yl)-2-oxoethyl)phenyl)amino)-5-fluoropyrimidin-4-yl)amino)benzamide